CCCCCCCCCCCCCCCCCC(=O)OCC(CSCC(=O)NCCO[C@H]1[C@@H]([C@H]([C@@H]([C@H](O1)CO[C@H]2[C@@H]([C@H]([C@@H]([C@H](O2)CO)O[C@H]3[C@@H]([C@H]([C@@H]([C@H](O3)CO)O)O)O)O)O)O[C@H]4[C@@H]([C@H]([C@@H]([C@H](O4)CO)O)O)O)O)NC(=O)C)OC(=O)CCCCCCCCCCCCCCCCC The molecule is a monothioglycerolipid in which the parent monothioglycerol is esterified on O-1 and O-2 by stearoyl groups and on S-3 by a 2-[(2-{beta-D-Glcp-(1->4)-[beta-D-Glcp-(1->4)-beta-D-Glcp-(1->6)]-beta-D-GlcpNAc-1-O-yl}ethyl)amino]-2-oxoethyl group It is a glycerolipid, an amino tetrasaccharide, a monothioglycerolipid, a carboxylic ester and an organosulfur compound.